2-chloro-4-cyclopropyl-6-((2-hydroxyethyl)(methyl)amino)pyridine-3,5-dicarbonitrile ClC1=NC(=C(C(=C1C#N)C1CC1)C#N)N(C)CCO